6-[6-amino-1-[(3-methyl-4-nitro-phenyl)methyl]pyrazolo[3,4-d]pyrimidin-4-yl]pyridine-2-carbonitrile NC1=NC(=C2C(=N1)N(N=C2)CC2=CC(=C(C=C2)[N+](=O)[O-])C)C2=CC=CC(=N2)C#N